C(C)(C)(C)C1CNCCC12CCC(CC2)OCCN2C(C1=CC=CC=C1C2=O)=O tert-butyl-9-(2-(1,3-dioxoisoindolin-2-yl)ethoxy)-3-azaspiro[5.5]undecane